2''-bromo-4''-chlorodispiro[imidazolidine-4,1'-cyclohexane-4',1''-indene]-2,5-dione BrC=1C2(C3=CC=CC(=C3C1)Cl)CCC1(CC2)NC(NC1=O)=O